S(=O)(=O)(O)C(C(=O)OCC=CCCCCCCCCCCCC)CC(=O)[O-] dodecylallyl sulfosuccinate